(2S,4R)-1-(((9H-Fluoren-9-yl)methoxy)carbonyl)-4-(((2-(((allyloxy)carbonyl)amino)ethyl)carbamoyl)oxy)pyrrolidine-2-carboxylic acid C1=CC=CC=2C3=CC=CC=C3C(C12)COC(=O)N1[C@@H](C[C@H](C1)OC(NCCNC(=O)OCC=C)=O)C(=O)O